3-phenylpropionic acid-4-[(3-phenylpropionyl) oxy]Phenyl ester C1(=CC=CC=C1)CCC(=O)OC1=CC=C(C=C1)OC(CCC1=CC=CC=C1)=O